Dibutyladipate C(CCC)OC(CCCCC(=O)OCCCC)=O